ClC1=C2C(=NC=C1OC=1C=NN3C1C=NC(=C3)NC)N=C(N2C)NC2=CC(=CC(=C2)C(F)(F)F)O[C@H]2CN(CC2)C (R)-7-chloro-1-methyl-6-((6-(methylamino)pyrazolo[1,5-a]pyrazin-3-yl)oxy)-N-(3-((1-methylpyrrolidin-3-yl)oxy)-5-(trifluoromethyl)phenyl)-1H-imidazo[4,5-b]pyridin-2-amine